NCCOCCNC(=O)C1=C(C=C(C=C1)NC(=O)C=1N(C(=CN1)C1=C(C(=C(C=C1)OC)F)F)C)CC N-[4-[2-(2-Aminoethoxy)ethylcarbamoyl]-3-ethylphenyl]-5-(2,3-difluoro-4-methoxyphenyl)-1-methylimidazol-2-carboxamid